[S-2].[Zn+2] zinc (ii) sulphide